methyl-4-(1-methylethyl)phenylacetaldehyde CC(C=O)C1=CC=C(C=C1)C(C)C